S(=O)(=O)([O-])[O-].C(C(=C)C)(=O)OCCNC(=O)NCCCCNC(=[NH2+])N.C(C(=C)C)(=O)OCCNC(=O)NCCCCNC(=[NH2+])N 4-(2-(methacryloyloxy)ethylaminocarbonylamino)butyl-guanidinium hemisulfate